C1OCC12CN(C2)S(=O)(=O)NC(=O)C2=CC(=C(C(=O)O)C=C2N(C)C)F 4-(((2-oxa-6-azaspiro[3.3]heptan-6-yl)sulfonyl)carbamoyl)-5-(dimethylamino)-2-fluorobenzoic acid